2-[(2S)-2-[(tert-butoxycarbonyl)amino]-3-(3,4-dihydroxyphenyl)propanamido]hexanoate C(C)(C)(C)OC(=O)N[C@H](C(=O)NC(C(=O)[O-])CCCC)CC1=CC(=C(C=C1)O)O